(3,4,5,6-tetrahydrobenzo[b]azepin-1(2H)-yl)-[1,2,4]triazolo[4,3-a]quinazoline N1(C=2C(CCCC1)CC=CC2)C2=NN=C1N2C2=CC=CC=C2C=N1